BrC=1SC=C(C1CBr)C(F)(F)F 2-bromo-3-(bromomethyl)-4-(trifluoromethyl)thiophene